2-(2-methyl-6-(3-methyl-1H-pyrrolo[2,3-b]pyridin-5-yl)-1,2,3,4-tetrahydroisoquinolin-8-yl)pyrrolidine CN1CC2=C(C=C(C=C2CC1)C=1C=C2C(=NC1)NC=C2C)C2NCCC2